FC(C1=NN=C(O1)N1C(N(C2=C1C=C(C(=C2)F)S(=O)(=O)NC2(CC2)CF)CCF)=O)F 3-[5-(difluoromethyl)-1,3,4-oxadiazol-2-yl]-6-fluoro-1-(2-fluoroethyl)-N-[1-(fluoromethyl)cyclopropyl]-2-oxo-benzimidazole-5-sulfonamide